OC(COC1=C(C=CC=C1)CCC(=O)OCC)\C=C\C1=CC(=CC=C1)NS(=O)(=O)C1=CC=CC=C1 Ethyl (E)-3-(2-((2-hydroxy-4-(3-(phenylsulfonamido)phenyl)but-3-en-1-yl)oxy)phenyl)propanoate